indolo[2,1-b]quinazolin-6,12-dione C1=C2C(N3C(=NC2=CC=C1)C(C1=CC=CC=C13)=O)=O